ethyl (4R)-4-cyclopropyl-2-(diethoxyphosphoryl)-4-((4-methylphenyl)sulfonamido)butanoate C1(CC1)[C@@H](CC(C(=O)OCC)P(=O)(OCC)OCC)NS(=O)(=O)C1=CC=C(C=C1)C